(E)-2,4-difluoro-N-(2-methoxy-5-(4-(4-(4-oxopent-2-enoyl)piperazin-1-yl)isoquinolin-6-yl)pyridin-3-yl)benzenesulfonamide FC1=C(C=CC(=C1)F)S(=O)(=O)NC=1C(=NC=C(C1)C=1C=C2C(=CN=CC2=CC1)N1CCN(CC1)C(\C=C\C(C)=O)=O)OC